bischloromethyl-diphenylmethane ClCC(C1=CC=CC=C1)(C1=CC=CC=C1)CCl